N-[4-[(6,7-dimethoxy-1,5-naphthyridin-4-yl)oxy]-3-fluorophenyl]-4-hydroxy-5-(4-methoxy-3-methylphenyl)-2,6-dimethylpyridine-3-carboxamide COC=1N=C2C(=CC=NC2=CC1OC)OC1=C(C=C(C=C1)NC(=O)C=1C(=NC(=C(C1O)C1=CC(=C(C=C1)OC)C)C)C)F